C(C)(C)(C)OC(=O)NC1=C(C=NC(=C1F)Cl)C(=O)OC methyl 4-(tert-butoxycarbonylamino)-6-chloro-5-fluoro-pyridine-3-carboxylate